C1(CCCC1)N1CC(C=2C1=NC=CN2)(C)C 5-cyclopentyl-7,7-dimethyl-6,7-dihydro-5H-pyrrolo[2,3-b]pyrazine